C(CCCCCC)OC(=O)C=1C2=C(OC1C)C1=CC=CC=C1C(=C2)NS(=O)(=O)C2=CC=CC=C2 2-methyl-5-(phenylsulfonamido)naphtho[1,2-b]furan-3-carboxylic acid heptyl ester